C(C1=CC=CC=C1)OC1CC(C1)CO [3-(benzyloxy)cyclobutyl]methanol